rac-(3R,4R)-4-amino-1-cyclopentyl-piperidine-3-carboxylic acid dimethylamide CN(C(=O)[C@@H]1CN(CC[C@H]1N)C1CCCC1)C |r|